ethyl 2,8,8,11-tetramethyl-4-oxo-5-pentyl-8a,9,10,12a-tetrahydro-4H,8H-benzo[c][1,3]dioxino[4,5-f]chromene-2-carboxylate CC1(OC(C=2C(=C3C4C(C(OC3=CC2CCCCC)(C)C)CCC(=C4)C)O1)=O)C(=O)OCC